C1(CC1)N1C=NC2=C1C=CC(=C2)[C@H](C)NS(=O)C(C)(C)C N-[(1S)-1-(1-cyclopropylbenzimidazol-5-yl)ethyl]-2-methyl-propane-2-sulfinamide